CS(=O)(=O)OCCOCCCOCC=1SC(=CN1)C1=NN(C2=CC=C(C=C12)O[Si](C)(C)C(C)(C)C)C1OCCCC1 2-[3-[[5-[5-[tert-butyl(dimethyl)silyl]oxy-1-tetrahydropyran-2-yl-indazol-3-yl]thiazol-2-yl]methoxy]propoxy]ethyl methanesulfonate